2-(2,6-Dimethyl-4-((5-oxo-4-(4-(trifluoromethyl)phenyl)-4,5-dihydro-1H-1,2,4-Triazol-1-yl)-dideuteriomethyl)phenoxy)-2-methylpropionic acid CC1=C(OC(C(=O)O)(C)C)C(=CC(=C1)C([2H])([2H])N1N=CN(C1=O)C1=CC=C(C=C1)C(F)(F)F)C